C(C([2H])([2H])[2H])([2H])([2H])[Mg]Br (Ethyl-d5)magnesium bromide